(5S)-5-(3,5-difluorophenyl)-2-(3-fluorobicyclo[1.1.1]pentan-1-yl)-2,5,6,7-tetrahydro-3H-pyrrolo[2,1-c][1,2,4]triazol-3-one FC=1C=C(C=C(C1)F)[C@@H]1CCC2=NN(C(N21)=O)C21CC(C2)(C1)F